2H-benzopyran-7-ol O1CC=CC2=C1C=C(C=C2)O